C(CCC)OC=1C=CC=CC1 3-butoxybenzene